methyl (R)-2-amino-3-(3-fluorophenyl)propanate hydrochloride Cl.N[C@@H](C(=O)OC)CC1=CC(=CC=C1)F